ClC=1C(=NC(=NC1)NC1CCOCC1)C1=CC=C2CN(C(C2=C1)=O)[C@@H](C(=O)N[C@H](CO)C1=NC(=CC=C1)OC)C (2R)-2-(6-{5-chloro-2-[(oxan-4-yl)amino]pyrimidin-4-yl}-1-oxo-2,3-dihydro-1H-isoindol-2-yl)-N-[(1S)-2-hydroxy-1-(6-methoxypyridin-2-yl)ethyl]propanamide